(S)-2-(4-(6-((5-(1-cyclopropyl-1H-pyrazol-4-yl)thiazol-2-yl)methoxy)pyridin-2-yl)-2,5-difluorobenzyl)-1-(oxetan-2-ylmethyl)-1H-benzo[d]imidazole-6-carboxylic acid C1(CC1)N1N=CC(=C1)C1=CN=C(S1)COC1=CC=CC(=N1)C1=CC(=C(CC2=NC3=C(N2C[C@H]2OCC2)C=C(C=C3)C(=O)O)C=C1F)F